NC=1C(=NC=C(C1)S(=O)(=O)C1=CC=C(C=C1)C(F)(F)F)C1=NN=C(S1)CO [5-[3-amino-5-[4-(trifluoromethyl)phenyl]sulfonyl-2-pyridinyl]-1,3,4-thiadiazol-2-yl]methanol